N-(3-amino-4-methylphenyl)acetamide CC1=C(C=C(C=C1)NC(=O)C)N